C(=O)OC(C)(C)C 2-methylpropan-2-ol formate